4-((7-((adamantan-1-yl)amino)heptyl)oxy)-2-(2,6-dioxopiperidin-3-yl)-6-fluoroisoindoline-1,3-dione C12(CC3CC(CC(C1)C3)C2)NCCCCCCCOC2=C3C(N(C(C3=CC(=C2)F)=O)C2C(NC(CC2)=O)=O)=O